C1(CC1)C1=CC=C(C=N1)C1COC=2C(=NC=C(C2)O)O1 3-(6-cyclopropylpyridin-3-yl)-2,3-dihydro-[1,4]dioxino[2,3-b]pyridin-7-ol